6-(4-((3-methoxy-4-(1H-pyrazol-4-yl)phenyl)amino)pyrimidin-2-yl)-N,N-dimethyl-1H-indole-2-carboxamide COC=1C=C(C=CC1C=1C=NNC1)NC1=NC(=NC=C1)C1=CC=C2C=C(NC2=C1)C(=O)N(C)C